Beta-alanyl-hydroxyproline NCCC(=O)N1[C@@H](C[C@@H](O)C1)C(=O)O